N(=[N+]=[N-])CC1=CC(=CC(=C1)F)F 1-(azidomethyl)-3,5-difluorobenzene